(5-bromo-1-methyl-1H-imidazol-2-yl)-3-(ethylsulfonyl)-6-(trifluoromethyl)imidazo[1,2-a]pyridine BrC1=CN=C(N1C)C=1N=C2N(C=C(C=C2)C(F)(F)F)C1S(=O)(=O)CC